C(C)(=O)OCCCCCCC\C=C\C=C (8E)-8,10-undecadien-1-yl acetate